FC1(CC2(C1)CC(N(CC2)C(=O)OC(C)(C)C)=O)F tert-butyl 2,2-difluoro-6-oxo-7-azaspiro[3.5]nonane-7-carboxylate